C(CCC)N(CCCC)C[SiH](C1=C(C=C)C=CC=C1)COCC 2-(dibutylaminomethylethoxymethylsilyl)styrene